FC1=CC(=C(C[C@H]2N(CCCCC2)C2=NC(=CC(N2)=O)N2CCOCC2)C=C1)OC (S)-2-(2-(4-fluoro-2-methoxybenzyl)azepan-1-yl)-6-morpholinopyrimidin-4(3H)-one